zinc-tungsten [W].[Zn]